5-methyl-3-vinyl-2-oxazolidinone CC1CN(C(O1)=O)C=C